BrC1=CC2=C(N=C(S2)NC2=NC=CC(=C2)CN2CCC(CC2)O)C=C1 1-((2-((6-bromobenzo[d]thiazol-2-yl)amino)pyridin-4-yl)methyl)piperidin-4-ol